7-hydroxy-4-(1-carboxy-4-ethyl-(2-hydroxyethyl)-amino-1-butylamino)quinoline OC1=CC=C2C(=CC=NC2=C1)N(C(CCC(CC)CCO)C(=O)O)N